(2,3,5-trifluorophenyl)hydrazine FC1=C(C=C(C=C1F)F)NN